C1=CC=C(C=C1)CCC2=CC=C(C=C2)COC3=CC=CC=C3CCN(CCCCC(=O)O)CC4=CC=C(C=C4)C(=O)O The molecule is a benzoic acid that is 4-(aminomethyl)benzoic acid in which the amino group is substituted by 4-carboxybutyl and 2-(2-{[4-(2-phenylethyl)benzyl]oxy}phenyl)ethyl groups. It is a soluble guanylate cyclase activator, used for the treatment of acute decompensated heart failure. It has a role as a vasodilator agent, a soluble guanylate cyclase activator and an antihypertensive agent. It is a member of benzoic acids, a tertiary amino compound, an aromatic ether and a dicarboxylic acid.